C(=O)C1=CC(=C(C=C1)[O-])OC 4-formyl-2-methoxyphenolate